tert-butyl (1R,5S)-3-[[6-[4-(3-bromo-1-tetrahydropyran-2-yl-pyrazol-4-yl)-2-(methoxymethoxy)phenyl]pyridazin-3-yl]-methyl-amino]-1,5-dimethyl-8-azabicyclo[3.2.1]octane-8-carboxylate BrC1=NN(C=C1C1=CC(=C(C=C1)C1=CC=C(N=N1)N(C1C[C@]2(CC[C@@](C1)(N2C(=O)OC(C)(C)C)C)C)C)OCOC)C2OCCCC2